4-vinyl-tetrahydrofuran C(=C)C1CCOC1